(8s,9s)-5-fluoro-8-(4-fluorobenzyl)-9-(6-methyl-8-oxo-5,7-diazaspiro-[3.4]oct-5-en-7-yl)-8,9-dihydro-2H-pyrido[4,3,2-de]phthalazin-3(7H)-one FC=1C=C2C=3C(=NNC(C3C1)=O)[C@H]([C@@H](N2)CC2=CC=C(C=C2)F)N2C(=NC1(CCC1)C2=O)C